(1R)-2-methoxy-1-phenylethanamine COC[C@H](N)C1=CC=CC=C1